CN(CCC1=C(NC(=C1C(=O)N)C1=C(C=CC=C1)[N+](=O)[O-])C1=CC(=CC=C1)OC)C (2-(dimethylamino)ethyl)-2-(3-methoxyphenyl)-5-(2-nitrophenyl)Azole-4-carboxamide